1-[(R)-3-hydroxy-1-pyrrolidinyl]-1-ethanone O[C@H]1CN(CC1)C(C)=O